F[C@@H]1[C@@H](C1)N1C(C(=CC=C1)NC(=O)C=1C(=NC=2N(C1)C=C(N2)C21COC(C2)(C1)C)OC(C)C)=O N-(1-((1R,2S)-2-fluorocyclopropyl)-2-oxo-1,2-dihydropyridin-3-yl)-7-isopropoxy-2-(1-methyl-2-oxabicyclo[2.1.1]hexan-4-yl)imidazo[1,2-a]pyrimidine-6-carboxamide